3-(1-Oxo-5-(((S)-1-((2-((3aR,6aS)-tetrahydro-1H-furo[3,4-c]pyrrol-5(3H)-yl)quinolin-6-yl)methyl)pyrrolidin-3-yl)oxy)isoindolin-2-yl)piperidine-2,6-dione O=C1N(CC2=CC(=CC=C12)O[C@@H]1CN(CC1)CC=1C=C2C=CC(=NC2=CC1)N1C[C@@H]2[C@H](C1)COC2)C2C(NC(CC2)=O)=O